2-((2-((tert-Butoxycarbonyl)amino)ethyl)thio)-5-(trifluoromethyl)benzoic acid methyl ester COC(C1=C(C=CC(=C1)C(F)(F)F)SCCNC(=O)OC(C)(C)C)=O